C(C)(C)(C)OC(=O)N1C[C@H](N(CC1)CCC)C (R)-3-methyl-4-(n-propyl)piperazine-1-carboxylic acid tert-butyl ester